CCCCCCCCCCCCCCCC(=O)O[C@H](COC(=O)CC/C=C\C/C=C\C/C=C\C/C=C\C/C=C\C/C=C\CC)COP(=O)([O-])OCC[N+](C)(C)C 1-(4Z,7Z,10Z,13Z,16Z,19Z-docosahexaenoyl)-2-hexadecanoyl-sn-glycero-3-phosphocholine